3-(6-ethoxynaphthalen-2-yl)-1-(piperidin-4-ylmethyl)-1H-pyrazolo[3,4-d]pyrimidin-4-amine C(C)OC=1C=C2C=CC(=CC2=CC1)C1=NN(C2=NC=NC(=C21)N)CC2CCNCC2